N-((R)-(3-chloro-2,4-difluorophenyl)(trans-4-(trifluoromethyl)cyclohexyl)-methyl)-3-oxopiperazine-1-carboxamide ClC=1C(=C(C=CC1F)[C@H](NC(=O)N1CC(NCC1)=O)[C@@H]1CC[C@H](CC1)C(F)(F)F)F